C(C)N(C(C1=CC(=CC(=C1)C(F)(F)F)C(F)(F)F)=O)CC N,N-diethyl-3,5-bis(trifluoromethyl)benzamide